BrC=1C(=C2C=CNC2=C(C1)C)C(C(=O)O)N1N=C2C=C(C=CC2=C1)C#N 2-(5-bromo-7-methyl-1H-indol-4-yl)-2-(6-cyano-2H-indazol-2-yl)-acetic acid